tert-butyl N-[(3R)-1-(1-methylcyclopentyl)-3-piperidyl]carbamate CC1(CCCC1)N1C[C@@H](CCC1)NC(OC(C)(C)C)=O